BrC=1C=C2C(NC(=NC2=C(C1F)C=O)C)=O 6-bromo-7-fluoro-2-methyl-4-oxo-3,4-dihydroquinazoline-8-carbaldehyde